C(CCCCCCCCCCCCC)N[C@@H](CCC(=O)[O-])C(=O)[O-].[K+].[K+] potassium myristylglutamate